1,1'-Biphenyl-4-olate C1(=CC=C(C=C1)[O-])C1=CC=CC=C1